C1(CCC(N1C1=C(C(=O)[O-])C=C(C=C1I)I)=O)=O succinimidyl-3,5-di-iodobenzoate